NC1=C(N(N=C1C(C)C)C1=C(C=C(C=C1)C#N)OCC)C(=O)N 4-amino-2-(4-cyano-2-ethoxy-phenyl)-5-isopropyl-pyrazole-3-carboxamide